FC(C1=CC=C(CN2C(=NC3=C(C2=O)CN(CC3)C(=O)OCC3=CC=CC=C3)OCC)C=C1)(F)F benzyl 3-(4-trifluoromethylbenzyl)-2-ethoxy-4-oxo-3,5,7,8-tetrahydropyrido[4,3-d]pyrimidine-6(4H)-carboxylate